[1-({[tert-butyl-(dimethyl)silyl]oxy}methyl)cyclobutyl]acetaldehyde C(C)(C)(C)[Si](OCC1(CCC1)CC=O)(C)C